C1=CC(=CC=2OC3=CC=CC=C3SC12)C(=O)NCC(=O)N1CC(C[C@H]1C(N[C@H](C)C1=CC=2C=NC=CC2N1S(=O)(=O)C1=CC=CC=C1)=O)COCCCCNC(OC(C)(C)C)=O tert-butyl (4-(((5S)-1-((phenoxathiine-3-carbonyl)glycyl)-5-(((R)-1-(1-(phenylsulfonyl)-1H-pyrrolo[3,2-c]pyridin-2-yl)ethyl)carbamoyl)pyrrolidin-3-yl) methoxy)butyl)carbamate